palladium bis(tricyclohexylphosphine) C1(CCCCC1)P(C1CCCCC1)C1CCCCC1.C1(CCCCC1)P(C1CCCCC1)C1CCCCC1.[Pd]